tert-Butyl (1-((3-vinylphenyl)sulfonyl)piperidin-4-yl)carbamate C(=C)C=1C=C(C=CC1)S(=O)(=O)N1CCC(CC1)NC(OC(C)(C)C)=O